CN1C(N(C2=C1C=C(C=C2)C#CC2CCN(CC2)C(C(F)(F)F)=O)C2C(NC(CC2)=O)=O)=O 3-(3-methyl-2-oxo-5-((1-(2,2,2-trifluoroacetyl)piperidin-4-yl)ethynyl)-2,3-dihydro-1H-benzo[d]-imidazol-1-yl)piperidine-2,6-dione